S1C2=C(C=C1C(=O)NCC1(COCC1)C(=O)O)CCCCCC2 3-[[(4,5,6,7,8,9-Hexahydrocycloocta[b]thiophen-2-ylcarbonyl)amino]methyl]oxolane-3-carboxylic acid